N-(5-cyclopropyl-1H-pyrazol-3-yl)-2-[1-(2-methyl-1,3-thiazol-4-yl)-1H-pyrazol-3-yl]acetamide C1(CC1)C1=CC(=NN1)NC(CC1=NN(C=C1)C=1N=C(SC1)C)=O